(15R)-5-[2-chloro-5-(morpholinomethyl)-4-pyridyl]-15-methyl-11-thia-6,14,17-triazatetracyclo[8.8.0.0^2,7.0^12,18]octadeca-1(10),2(7),3,5,8,12(18)-hexaen-13-one ClC1=NC=C(C(=C1)C=1C=CC=2C=3C=4NC[C@H](NC(C4SC3C=CC2N1)=O)C)CN1CCOCC1